fumaric acid-bis(2-isocyanato ethyl) ester N(=C=O)CCOC(\C=C\C(=O)OCCN=C=O)=O